FC(C(NCC=1SC=CN1)=O)(F)C=1C=C(C(=O)NC2=CC(=C(C=C2)F)C)C=CC1F 3-(1,1-difluoro-2-oxo-2-((thiazol-2-ylmethyl)amino)ethyl)-4-fluoro-N-(4-fluoro-3-methylphenyl)benzamide